COC1=CC(=NC(=C1S(=O)(=O)C)C=NO)C1=NC=CC=C1 4-methoxy-5-methylsulfonyl-2,2'-bipyridine-6-formaldoxime